O[C@@H]1CN(CC1)C(=O)C1=CC(=C2CN(C(C2=C1)=O)C1=CC(=CC=C1)[C@@H](CC1=NNC=C1C)C)C(F)(F)F 6-((S)-3-hydroxypyrrolidine-1-carbonyl)-2-(3-((R)-1-(4-methyl-1H-pyrazol-3-yl)propan-2-yl)phenyl)-4-(trifluoromethyl)isoindolin-1-one